C(C)(C)(C)OC(=O)N1C2CC(C(C1CC=1C(=C(C=CC1)C1=CC(=CC(=C1)F)F)F)=NO)C2.C(C)OC2=C(N)C=CC=C2 o-ethoxyaniline tert-Butyl-4-(hydroxyimino)-3-[(2,3',5'-trifluoro[biphenyl]-3-yl)methyl]-2-azabicyclo[3.1.1]heptane-2-carboxylate